N-hydroxyethyl-N'-hydroxyisopropyl-hexanediamine OCCNC(CCCCC)(NO)C(C)C